C(C)(C)(C)OC(=O)NCCNS(=O)(=O)C1=CC=C(C=C1)C1=CC(=C(C=C1)C)N(C=1SC=C(N1)C(=O)OCC)CCC Ethyl 2-((4'-(N-(2-((tert-butoxycarbonyl)amino)ethyl)sulfamoyl)-4-methyl-[1,1'-biphenyl]-3-yl)(propyl)amino)thiazole-4-carboxylate